bis(4-octylphenol) diphosphate OP(O)(=O)OP(=O)(O)O.C(CCCCCCC)C1=CC=C(C=C1)O.C(CCCCCCC)C1=CC=C(C=C1)O